4-[3-[2,6-dichloro-4-(1-propan-2-ylpiperidin-4-yl)oxybenzoyl]-2,4-dihydro-1,3-benzoxazin-8-yl]-2-morpholin-4-ylbenzoic acid ClC1=C(C(=O)N2COC3=C(C2)C=CC=C3C3=CC(=C(C(=O)O)C=C3)N3CCOCC3)C(=CC(=C1)OC1CCN(CC1)C(C)C)Cl